tert-Butyl 3-(3-bromo-2,5-difluorobenzyl)-4-oxo-2-azabicyclo[3.1.1]heptane-2-carboxylate BrC=1C(=C(CC2N(C3CC(C2=O)C3)C(=O)OC(C)(C)C)C=C(C1)F)F